COCC1(CCN(CC1)C1=NN(C2=CC=C(C=C12)[N+](=O)[O-])C)C [4-(methoxymethyl)-4-methylpiperidin-1-yl]-1-methyl-5-nitro-1H-indazole